N-(2-(2-hydroxyethoxy)ethyl)-1-methyl-2-((6-morpholinylbenzo[d]-oxazol-2-yl)amino)-1H-benzo[d]imidazole-5-carboxamide OCCOCCNC(=O)C1=CC2=C(N(C(=N2)NC=2OC3=C(N2)C=CC(=C3)N3CCOCC3)C)C=C1